1,3-di(pyridin-4-yl)propane-1,3-dione N1=CC=C(C=C1)C(CC(=O)C1=CC=NC=C1)=O